N-(tert-Butoxycarbonyl)-N-(6-nitroisoquinolin-1-yl)carbamic acid tert-butyl ester C(C)(C)(C)OC(N(C1=NC=CC2=CC(=CC=C12)[N+](=O)[O-])C(=O)OC(C)(C)C)=O